3-mercaptobutyl-2-mercaptomethyl-3-mercaptopropane SC(CCCC(CS)CS)C